CC(C)(C#CC#CC(C)(OO)C)OO 2,7-dimethyl-2,7-dihydroperoxy-3,5-octadiyne